triethylethane tris(3-mercaptopropionate) SCCC(=O)O.SCCC(=O)O.SCCC(=O)O.C(C)C(C)(CC)CC